NC=1SC2=C(N1)C(=CC=C2)C2=C(C=C1C(=NC(=NC1=C2F)OC[C@H]2N(CCC2)C)N2C1C(NCC2CC1)=O)Cl 8-(7-(2-aminobenzo[d]thiazol-4-yl)-6-chloro-8-fluoro-2-(((S)-1-methylpyrrolidin-2-yl)methoxy)quinazolin-4-yl)-3,8-diazabicyclo[3.2.1]octan-2-one